FC(C(=O)O)(F)F.ClC1=C(C=CC(=C1)F)NC(=O)C1CNC1 N-(2-chloro-4-fluorophenyl)azetidine-3-carboxamide trifluoroacetate